tert-butyl 4-(4-((2-(bis(4-methoxybenzyl)amino)-3-nitropyridin-4-yl)amino)phenyl)piperazine-1-carboxylate COC1=CC=C(CN(C2=NC=CC(=C2[N+](=O)[O-])NC2=CC=C(C=C2)N2CCN(CC2)C(=O)OC(C)(C)C)CC2=CC=C(C=C2)OC)C=C1